N-[(1S)-2,2-dicyclopropyl-1-[[1-[cyclopropyl-[1-(cyclopropylmethyl)-tetrazol-5-yl]methyl]-3-fluoro-pyrazol-4-yl]carbamoyl]ethyl]-2-isopropyl-pyrazole-3-carboxamide C1(CC1)C([C@@H](C(NC=1C(=NN(C1)C(C1=NN=NN1CC1CC1)C1CC1)F)=O)NC(=O)C=1N(N=CC1)C(C)C)C1CC1